C(C)N(CCCNC(=O)C1=CC2=C(N3C(S2)=NC(=C3)C3=CC=C(C=C3)NC)C=C1)CC N-(3-(diethylamino)propyl)-2-(4-(methylamino)phenyl)benzo[d]imidazo[2,1-b]thiazole-7-carboxamide